N[C@H]1CN(CC1)C1=NC(=CC(=N1)N1CC=2C(=NC=CC2C1=O)C1=C(C=CC=C1OC)F)CC 2-(2-((R)-3-aminopyrrolidin-1-yl)-6-ethylpyrimidin-4-yl)-4-(2-fluoro-6-methoxyphenyl)-2,3-dihydro-1H-pyrrolo[3,4-c]pyridin-1-one